(1S,2R)-1-fluoro-2-isocyanatocyclopropane F[C@@H]1[C@@H](C1)N=C=O